2,6-bis[(1H-benzimidazol-1-yl)methyl]-4-methylphenol N1(C=NC2=C1C=CC=C2)CC2=C(C(=CC(=C2)C)CN2C=NC1=C2C=CC=C1)O